8-anilinonaphthalene-1-sulfonic acid ammonium salt [NH4+].N(C1=CC=CC=C1)C=1C=CC=C2C=CC=C(C12)S(=O)(=O)[O-]